FC(S(=O)(=O)NC1=C(C=C(C=C1)C1=NNC(=C1C(=O)N)NC1=NC=CN=C1)OCC=1SC=CN1)F 3-(4-((difluoromethyl)sulfonamido)-3-(thiazol-2-ylmethoxy)phenyl)-5-(pyrazin-2-ylamino)-1H-pyrazole-4-carboxamide